2,4-dimethyl-1-benzenesulfonyl-cyclohexanecarboxylic acid CC1C(CCC(C1)C)(C(=O)O)S(=O)(=O)C1=CC=CC=C1